(S)-3-(2-methoxy-5-(methylthio)-4-(trifluoromethyl)phenyl)piperidine COC1=C(C=C(C(=C1)C(F)(F)F)SC)[C@H]1CNCCC1